(R)-1-(3-((R)-3-fluoropyrrolidin-1-yl)propyl)-6-(2,3,6-trifluorophenyl)-2,5,6,7-tetrahydro-3H-pyrrolo[1,2-c]imidazole-3-thione hydrochloride Cl.F[C@H]1CN(CC1)CCCC1=C2N(C(N1)=S)C[C@H](C2)C2=C(C(=CC=C2F)F)F